FC(C1=CC=C(C=C1)N1C[C@H](CCC1)N1CC2(CS(C2)(=O)=O)CC1)(F)F (S)-6-(1-(4-(trifluoromethyl)phenyl)piperidin-3-yl)-2-thia-6-azaspiro[3.4]octane 2,2-dioxide